aluminum diisocyanate [N-]=C=O.[N-]=C=O.[Al+2]